(2R,3S,4S)-4-hydroxy-2-({4-[6-(trifluoromethyl)imidazo[2,1-b][1,3]thiazol-2-yl]phenyl}methyl)pyrrolidin-3-yl N-[(3-fluorophenyl)methyl]carbamate FC=1C=C(C=CC1)CNC(O[C@H]1[C@H](NC[C@@H]1O)CC1=CC=C(C=C1)C1=CN2C(S1)=NC(=C2)C(F)(F)F)=O